Cl.C1(CCCCC1)C(C(=O)NC1CCCCC1)N1C(=NC2=C1C=CC=C2)C=2C=C1C=CC=NC1=CC2 2,N-dicyclohexyl-2-(2-quinolin-6-yl-benzimidazol-1-yl)-acetamide hydrochloride